N-stearidonoyl-glycine C(CCCC\C=C/C\C=C/C\C=C/C\C=C/CC)(=O)NCC(=O)O